C(C)(C)(CCC)OOC1(CCCCC1)OOC(C)(C)CCC di(t-hexylperoxy)cyclohexane